ClC(OC1=CC=C(C=C1)NC(=O)C1=CC(=C2C3(C(NC2=C1)=O)CCCCC3)C=3C=C1C(=NC3)CC=3C1=NN(C3)C3OCCCC3)(F)F N-(4-(chlorodifluoromethoxy)phenyl)-2'-oxo-4'-(2-(tetrahydro-2H-pyran-2-yl)-2,4-dihydropyrazolo[3',4':3,4]cyclopenta[1,2-b]pyridin-7-yl)spiro[cyclohexane-1,3'-indoline]-6'-carboxamide